[N+](=O)([O-])C1=C(C=CC=C1)C=1NC(NCC1)=O 4-[2-nitrophenyl]-1,2,3,6-tetrahydropyrimidin-2-one